C(C1=CC=CC=C1)N1CC(OCCC1)CN1CCC(CC1)C=1C=CC(=C(C1)O)F 5-{1-[(4-benzyl-1,4-oxazepan-2-yl)methyl]piperidin-4-yl}-2-fluorophenol